ClC1=CC=C(C(=C1CNC1=NC(=NC(=N1)N)C1=CC=C2C=NNC2=C1)F)F N2-[(6-chloro-2,3-difluoro-phenyl)methyl]-6-(1H-indazol-6-yl)-1,3,5-triazine-2,4-diamine